C(CCCCC\C=C/CCCCCC)=O (Z)-7-tetradecenaldehyde